C(C)(C)(C)OC(=O)N[C@@H]1C2=CC=CC=C2CC12CCN(CC2)C2=NC(=C(C(=N2)C(=O)O)C2=C(C(=CC=C2)Cl)Cl)C (S)-2-((S)-1-((tert-Butoxycarbonyl)amino)-1,3-dihydrospiro[indene-2,4'-piperidin]-1'-yl)-5-(2,3-dichlorophenyl)-6-methylpyrimidine-4-carboxylic acid